[Ca].O=C[C@@H](O)[C@@H](O)[C@H](O)[C@H](O)C(=O)O D-mannuronic acid calcium